FC(S(=O)(=O)OC1=C(C(N(C(=C1)C)C1=C(C(=NC=C1C)C1=C(C(=CC=C1)N1N=C(C=C1C)C)F)F)=O)Cl)(F)F 3-chloro-2'-(3-(3,5-dimethyl-1H-pyrazol-1-yl)-2-fluorophenyl)-3'-fluoro-5',6-dimethyl-2-oxo-2H-[1,4'-bipyridin]-4-yl trifluoromethanesulfonate